ClC1=C(C(=C2C(=N1)CN(C2=O)C)C)C 2-Chloro-3,4,6-trimethyl-6,7-dihydro-5H-pyrrolo[3,4-b]pyridin-5-one